(S)-N'-((1,2,3,5,6,7-hexahydro-s-indacen-4-yl)carbamoyl)-5'H,7'H-spiro[cyclopropane-1,6'-pyrazolo[5,1-b][1,3]oxazine]-3'-sulfonimidamide C1CCC2=C(C=3CCCC3C=C12)NC(=O)N=[S@@](=O)(N)C=1C=NN2C1OCC1(C2)CC1